(1H-pyrrol-2-yl)-5-(trifluoromethyl)pyridine N1C(=CC=C1)C1=NC=C(C=C1)C(F)(F)F